(4-(2-(7-amino-2-(furan-2-yl)-[1,2,4]triazolo[1,5-a][1,3,5]triazin-5-ylamino)ethyl)-phenyl)(3,3-difluoropyrrolidin-1-yl)methanone NC1=NC(=NC=2N1N=C(N2)C=2OC=CC2)NCCC2=CC=C(C=C2)C(=O)N2CC(CC2)(F)F